ClC1=C(C=C(C=C1)F)C1N(C(C2=C3C(=CC(=C12)NC(C1=CC(=CC(=C1)C(F)(F)F)F)=O)NC=N3)=O)CC3=CC=C(C=C3)OC N-(6-(2-chloro-5-fluorophenyl)-7-(4-methoxybenzyl)-8-oxo-3,6,7,8-tetrahydroimidazo[4,5-e]isoindol-5-yl)-3-fluoro-5-(trifluoromethyl)benzamide